4-(4-amino-5,6,7,8-tetrahydrophthalazin-1-yl)-3-(ethoxymethoxy)benzaldehyde NC1=NN=C(C=2CCCCC12)C1=C(C=C(C=O)C=C1)OCOCC